Ethyl-2,5-dimethyl-1-[2-(methylamino)-2-oxoethyl]-1H-pyrrole-3-carboxylate C(C)OC(=O)C1=C(N(C(=C1)C)CC(=O)NC)C